4-(1H-imidazol-1-yl)-N-[(1R,3S)-3-{[6-methyl-2-(trifluoromethyl)quinolin-4-yl]amino}cyclohexyl]benzamide N1(C=NC=C1)C1=CC=C(C(=O)N[C@H]2C[C@H](CCC2)NC2=CC(=NC3=CC=C(C=C23)C)C(F)(F)F)C=C1